(3aR,7aS)-2-[4-(trifluoromethyl)pyridin-2-yl]-octahydro-1H-pyrrolo[3,4-c]pyridine-5-carboxylate FC(C1=CC(=NC=C1)N1C[C@@H]2CN(CC[C@@H]2C1)C(=O)[O-])(F)F